FC1(CCN(CC1)CCCC[C@@H](C(=O)O)NC(=O)OCC1C2=CC=CC=C2C=2C=CC=CC12)F (2S)-6-(4,4-difluoropiperidin-1-yl)-2-{[(9H-fluoren-9-ylmethoxy)carbonyl]amino}hexanoic acid